ClC1=CC=C(N=N1)N1N=CC(=C1)C#N 1-(6-Chloropyridazin-3-yl)-1H-pyrazole-4-carbonitrile